N-(2-cyano-3-methoxypyridin-4-yl)cyclopropanesulfonamide C(#N)C1=NC=CC(=C1OC)NS(=O)(=O)C1CC1